CN(C1=NC(=CC(=N1)C)N1CCN(CC1)CC=1N=C(SC1)C1=CC=C(C=C1)C(F)(F)F)C N,N,4-trimethyl-6-[4-({2-[4-(trifluoromethyl)phenyl]-1,3-thiazol-4-yl}methyl)piperazin-1-yl]pyrimidin-2-amine